C(C1=CC=CC=C1)(C1=CC=CC=C1)N1CCNCC1 Benzhydryl-piperazine